FC1=C(C=CC=C1)C(C(=O)N)CC=1SC(=CC1)C1=CC(=C(C=C1)OC)C (2-fluorophenyl)-((5-(4-methoxy-3-methylphenyl)thiophen-2-yl)methyl)acetamide